NC=1C=C(C=CC1)N(C(OC(C)(C)C)=O)C1=CC=CC=C1 tert-Butyl (3-aminophenyl)phenylcarbamate